2-bornanone C12(C(CC(CC1)C2(C)C)=O)C